CC1=C(C=C(C=N1)NC(OC(C)(C)C)=O)NC1=NN(C2=NC(=NC=C21)NC=2N=CN(C2)C)C tert-butyl (6-methyl-5-((1-methyl-6-((1-methyl-1H-imidazol-4-yl)amino)-1H-pyrazolo[3,4-d]pyrimidin-3-yl)amino)pyridin-3-yl)carbamate